4,6-Dimethyl-2-pyrimidinylsulfamic acid sodium salt [Na+].CC1=NC(=NC(=C1)C)NS([O-])(=O)=O